4-(difluoromethoxy)-1-((4-(4-fluorophenoxy)benzoyl)glycyl)pyrrolidine-2-carboxylic acid FC(OC1CC(N(C1)C(CNC(C1=CC=C(C=C1)OC1=CC=C(C=C1)F)=O)=O)C(=O)O)F